2-(4-Methoxybenzyl)-4-(3-methyl-2-oxo-2,3-dihydrobenzo[d]oxazol-6-yl)-6-(4-(Trifluoromethyl)-2,3-dihydro-1H-inden-1-yl)-2,4-dihydro-5H-pyrazolo[4,3-d]pyrimidine COC1=CC=C(CN2NC=3C(N(CN(C3)C3CCC4=C(C=CC=C34)C(F)(F)F)C3=CC4=C(N(C(O4)=O)C)C=C3)=C2)C=C1